7-Fluoro-4-(3-((3S,4R)-1-(2-methoxyethyl)-4-phenylpyrrolidin-3-yl)ureido)-3-phenylisoquinolin FC1=CC=C2C(=C(N=CC2=C1)C1=CC=CC=C1)NC(=O)N[C@@H]1CN(C[C@H]1C1=CC=CC=C1)CCOC